2-(1-phenylcyclopropyl)-8-(2-(3'-(trifluoromethyl)-[1,1'-biphenyl]-3-yl)acetyl)-3,5,6,7,8,9-hexahydro-4H-pyrimido[4,5-c]azepin-4-one C1(=CC=CC=C1)C1(CC1)C=1NC(C2=C(CN(CCC2)C(CC=2C=C(C=CC2)C2=CC(=CC=C2)C(F)(F)F)=O)N1)=O